FC=1C=C(C2=C(CCO2)C1C1C(NC(CC1)=O)=O)N1[C@H]([C@@H](C1)O)C 3-(5-fluoro-7-((2S,3R)-3-hydroxy-2-methylazetidine-1-yl)-2,3-dihydrobenzofuran-4-yl)piperidine-2,6-dione